2-(2-Aminopyrimidin-4-yl)-N-(2,2-dimethyl-6-(pyridin-4-yl)-2,3-dihydrobenzofuran-5-yl)oxazole-4-carboxamide NC1=NC=CC(=N1)C=1OC=C(N1)C(=O)NC=1C(=CC2=C(CC(O2)(C)C)C1)C1=CC=NC=C1